F[C@@H]1[C@@H](C1)C(=O)NC=1N=CC2=CC(=NC=C2C1)C=1C=NC(=CC1C)C(CCC)O (1S,2S)-2-fluoro-N-{7-[6-(1-hydroxybutyl)-4-methylpyridin-3-yl]-2,6-naphthyridin-3-yl}cyclopropane-1-carboxamide